(1R,3S,5R)-3-((6-chloropyrazin-2-yl)carbamoyl)-2-azabicyclo[3.1.0]hexane-2-carboxylic acid tert-butyl ester C(C)(C)(C)OC(=O)N1[C@@H]2C[C@@H]2C[C@H]1C(NC1=NC(=CN=C1)Cl)=O